benzyl (2S)-4-(7-(8-bromo-3-hydroxynaphthalen-1-yl)-2-((1-(morpholinomethyl)cyclopropyl)methoxy)-7,8-dihydro-5H-pyrano[4,3-d]pyrimidin-4-yl)-2-(cyanomethyl)piperazine-1-carboxylate BrC=1C=CC=C2C=C(C=C(C12)C1CC=2N=C(N=C(C2CO1)N1C[C@@H](N(CC1)C(=O)OCC1=CC=CC=C1)CC#N)OCC1(CC1)CN1CCOCC1)O